6-chloro-4-[1-(1,4-dioxaspiro[4.5]decan-8-yl)pyrazol-4-yl]pyridazin-3-amine ClC1=CC(=C(N=N1)N)C=1C=NN(C1)C1CCC2(OCCO2)CC1